2,5-Dioxopyrrolidin-1-yl (1-(4-(1-(4-(trifluoromethoxy)phenyl)-1H-1,2,4-triazol-3-yl)phenyl)propan-2-yl) Carbonate C(ON1C(CCC1=O)=O)(OC(CC1=CC=C(C=C1)C1=NN(C=N1)C1=CC=C(C=C1)OC(F)(F)F)C)=O